O=C1NC(CCC1N1C(C2=CC=C(C=C2C1=O)C1(CCN(CC1)CC1=CC=C(C=C1)CO)O)=O)=O 2-(2,6-dioxopiperidin-3-yl)-5-(4-hydroxy-1-(4-(hydroxymethyl)benzyl)piperidin-4-yl)isoindoline-1,3-dione